NN1C=NC(=C2N3C(N=C12)N(C(N3C)=O)CCN3CCN(CC3)C3=CC=C(C=C3)OC3CCOCC3)C=3OC=CC3 5-Amino-8-(2-furyl)-1-methyl-3-[2-[4-(4-tetrahydropyran-4-yloxyphenyl)piperazin-1-yl]ethyl]-[1,2,4]triazolo[5,1-f]purin-2-one